BrC=1C=C2C(=NC1)N(N=C2C)C 5-bromo-1,3-dimethyl-pyrazolo[3,4-b]pyridine